[OH-].C(C=C)[N+](C(C)C)(CC=C)CC=C triallyl-isopropylammonium hydroxide